COCCS(=O)(=O)C1=CC=C(C=N1)N1C(N(CC1)C1=NC(=CC=C1)C1=NN=CN1C(C)C)=O 1-(6-(2-methoxyethylsulfonyl)pyridin-3-yl)-3-(6-(4-isopropyl-4H-1,2,4-triazol-3-yl)pyridin-2-yl)imidazolidin-2-one